(2S,4R)-1-[(2S)-2-(4-cyclopropyltriazol-1-yl)-3,3-dimethyl-butanoyl]-N-(2,2-dimethyl-3-pyrrolidin-1-yl-propyl)-4-hydroxy-pyrrolidine-2-carboxamide C1(CC1)C=1N=NN(C1)[C@H](C(=O)N1[C@@H](C[C@H](C1)O)C(=O)NCC(CN1CCCC1)(C)C)C(C)(C)C